N-(1-(azetidin-1-ylmethyl)cyclopropyl)-1-(4-fluorophenyl)cyclopropane-1-carboxamide N1(CCC1)CC1(CC1)NC(=O)C1(CC1)C1=CC=C(C=C1)F